tert-butyl 3-cyano-2-(diethoxyphosphoryl)propanoate C(#N)CC(C(=O)OC(C)(C)C)P(=O)(OCC)OCC